Methyl ((S)-1-((S)-3-(((S)-1-amino-6,6-difluoro-1,2-dioxoheptan-3-yl)carbamoyl)-2-azaspiro[4.5]decan-2-yl)-3,3-dimethyl-1-oxobutan-2-yl)carbamate NC(C([C@H](CCC(C)(F)F)NC(=O)[C@H]1N(CC2(C1)CCCCC2)C([C@H](C(C)(C)C)NC(OC)=O)=O)=O)=O